8-fluoro-2-(piperidin-4-yl)isoquinolin-1(2H)-one FC=1C=CC=C2C=CN(C(C12)=O)C1CCNCC1